Chromium Potassium Sulfate S(=O)(=O)([O-])[O-].[K+].[Cr+3].S(=O)(=O)([O-])[O-]